3-aminopropyl (1-((3-aminopropyl)amino)-5-(2-(piperazin-1-yl)pyridin-4-yl)isoquinolin-3-yl)carbamate NCCCNC1=NC(=CC2=C(C=CC=C12)C1=CC(=NC=C1)N1CCNCC1)NC(OCCCN)=O